C(C)(C)NC=1N=CC2=C(N1)NC=C2C2=NC=1N(C=C2)N=CC1 N-isopropyl-5-(pyrazolo[1,5-a]pyrimidin-5-yl)-7H-pyrrolo[2,3-d]pyrimidin-2-amine